4-((benzyloxy)methyl)-2,2-dimethyl-1,3-dioxolane C(C1=CC=CC=C1)OCC1OC(OC1)(C)C